[C@@H]12C(C3CC(C31)C2)C2=NC=NC=N2 4-((1S,5R,6S)-tricyclo[3.1.1.03,6]heptan-2-yl)-1,3,5-triazine